C(#N)C[C@@H]1N(CCN(C1)C=1C2=C(N=C(N1)OC[C@@H]1N(C[C@@H](C1)OC)C)CN(CC2)C2=CC=CC1=CC=CC(=C21)C)C(=O)[O-] (S)-2-(cyanomethyl)-4-[2-[[(2R,4R)-4-methoxy-1-methyl-pyrrolidin-2-yl]methoxy]-7-(8-methyl-1-naphthyl)-6,8-dihydro-5H-pyrido[3,4-d]pyrimidin-4-yl]piperazine-1-carboxylate